N-((1r,4r)-4-(3-(Methylsulfonyl)propoxy)cyclohexyl)-5,6-dihydrobenzo[f]imidazo[1,5-d][1,4]oxazepine-10-carboxamide CS(=O)(=O)CCCOC1CCC(CC1)NC(=O)C=1C=CC2=C(C=3N(CCO2)C=NC3)C1